1-[5-fluoro-1-methyl-6-(4,4,5,5-tetramethyl-1,3,2-dioxaborolan-2-yl)indazol-3-yl]hexahydropyrimidine-2,4-dione FC=1C=C2C(=NN(C2=CC1B1OC(C(O1)(C)C)(C)C)C)N1C(NC(CC1)=O)=O